O1N=C(C2=C1C=CC=C2)C2CCN(CC2)CCN2C(C=1N(C=C2)C(=CC1)C)=O 2-[2-(4-benzo[d]isoxazol-3-yl-piperidin-1-yl)-ethyl]-6-methyl-2H-pyrrolo[1,2-a]pyrazin-1-one